(1,1':2',1''-terphenyl)-4'-amine C1(=CC=CC=C1)C=1C(=CC(=CC1)N)C1=CC=CC=C1